propoxyamyl alcohol C(CC)OCCCCCO